C(C(=C)C)(=O)OCCS(=O)(=O)[O-] 2-methacryloyloxy-ethanesulfonate